3,5-bis(carbazol-9-yl)-1-phenylsulfonylbenzene C1=CC=CC=2C3=CC=CC=C3N(C12)C=1C=C(C=C(C1)N1C2=CC=CC=C2C=2C=CC=CC12)S(=O)(=O)C1=CC=CC=C1